FC(OC[C@H]1N(C[C@H](C1)O)C(=O)OC(C)(C)C)F tert-butyl (2S,4S)-2-((difluoromethoxy)methyl)-4-hydroxypyrrolidine-1-carboxylate